C(C)OC(=O)C1CCN(CC1)C1=NC(=CN=C1C=1C=C(C2=C(C=CO2)C1)F)Cl (6-chloro-3-(7-fluorobenzofuran-5-yl)pyrazin-2-yl)piperidine-4-carboxylic acid ethyl ester